C(C1=CC=CC=C1)NCCNCC1=NC=CC=C1 N1-benzyl-N2-(pyridin-2-ylmethyl)ethane-1,2-diamine